(1S,2S,3S,5R)-3-(2-(aminomethyl)-4-chloro-3-fluorophenoxy)-5-(4-methyl-7H-pyrrolo[2,3-d]pyrimidin-7-yl)cyclopentane-1,2-diol NCC1=C(O[C@@H]2[C@H]([C@H]([C@@H](C2)N2C=CC3=C2N=CN=C3C)O)O)C=CC(=C1F)Cl